N-[(6-Amino-2-pyridyl)sulfonyl]-6-(1,1,2,2,2-pentafluoroethyl)-2-(2,4,6-trimethylphenoxy)pyridin-3-carboxamid NC1=CC=CC(=N1)S(=O)(=O)NC(=O)C=1C(=NC(=CC1)C(C(F)(F)F)(F)F)OC1=C(C=C(C=C1C)C)C